C(C)(C)(C)OC(=O)N1C(CNCC1)(C1=NC=CC=N1)N1CCC1 azetidin-1-yl-pyrimidin-2-yl-piperazine-1-carboxylic acid tert-butyl ester